copper aminothiosulfate NS=S(=O)([O-])[O-].[Cu+2]